6-(4-chlorobenzyl)-2-(pyridin-2-yl)-9-(tetrahydro-furan-3-yl)-2,6,9-triazaspiro[4.5]decane-7,10-dione ClC1=CC=C(CN2C3(CCN(C3)C3=NC=CC=C3)C(N(CC2=O)C2COCC2)=O)C=C1